FC=1C=C(CC=2C=CC(=NC2)NC(=O)C2=NN(C=C2)C)C=CC1F N-(5-(3,4-difluorobenzyl)pyridin-2-yl)-1-methyl-1H-pyrazole-3-carboxamide